O=C1N(C(C2=CC=CC=C12)=O)CCOCCOCCCCCCCCCC(=O)O 10-{2-[2-(1,3-dioxo-2,3-dihydro-1H-isoindol-2-yl)ethoxy]ethoxy}decanoic acid